N-Benzoyl-5'-O-[bis(4-methoxyphenyl)(phenyl)methyl]-3'-O-[tert-butyl(dimethyl)silyl]-2'-O-[(2-cyanoethoxy){[(2,4-dichlorophenyl)methyl]sulfanyl}phosphorothioyl]adenosine C(C1=CC=CC=C1)(=O)NC=1C=2N=CN([C@H]3[C@H](OP(=S)(SCC4=C(C=C(C=C4)Cl)Cl)OCCC#N)[C@H](O[Si](C)(C)C(C)(C)C)[C@@H](COC(C4=CC=CC=C4)(C4=CC=C(C=C4)OC)C4=CC=C(C=C4)OC)O3)C2N=CN1